CN1N=C2C(C(N(CCO2)C2=C(C=C(C=C2)C2=NC3=CC=C(N=C3C=C2)C(F)(F)F)C)=O)=N1 2-Methyl-7-(2-methyl-4-(6-(trifluoromethyl)-1,5-naphthyridin-2-yl)-phenyl)-6,7-dihydro-2H-[1,2,3]triazolo[4,5-f][1,4]oxazepin-8(5H)-on